6-fluoro-4-iodo-3-methoxypyridin-2-amine FC1=CC(=C(C(=N1)N)OC)I